COCCNC(C1=CC=C(C=C1)NC1=NC=C(C(=N1)NCC=1C(=NC=CC1)N(S(=O)(=O)C)C)C(F)(F)F)=O N-(2-methoxyethyl)-4-({4-[({2-[methyl(methylsulfonyl)amino]pyridin-3-yl}methyl)amino]-5-(trifluoromethyl)pyrimidin-2-yl}amino)benzamide